S(=O)(=O)([O-])[O-].[Y+3].S(=O)(=O)([O-])[O-].S(=O)(=O)([O-])[O-].[Y+3] yttrium sulfate salt